2-{[(2R)-4-{6-[(4-chloro-2-fluorobenzyl)oxy]pyridin-2-yl}-2-(hydroxymethyl)piperazin-1-yl]methyl}-1-(2-methoxyethyl)-1H-benzimidazole-6-carboxylic acid ClC1=CC(=C(COC2=CC=CC(=N2)N2C[C@@H](N(CC2)CC2=NC3=C(N2CCOC)C=C(C=C3)C(=O)O)CO)C=C1)F